(S)-perfluorophenyl 30-(4-(2,5-dioxo-2,5-dihydro-1H-pyrrol-1-yl) butanamido)-27-oxo-2,5,8,11,14,17,20,23-octaoxa-26-azahentriacontan-31-oate O=C1N(C(C=C1)=O)CCCC(=O)N[C@@H](CCC(NCCOCCOCCOCCOCCOCCOCCOCCOC)=O)C(=O)OC1=C(C(=C(C(=C1F)F)F)F)F